4-chloro-7-methyl-5-(5-(trifluoromethyl)pyrimidin-2-yl)-7H-pyrrolo[2,3-d]pyrimidine ClC=1C2=C(N=CN1)N(C=C2C2=NC=C(C=N2)C(F)(F)F)C